NC=1C(=C(C(=O)NC2=C(C=C(C=C2)C(C(F)(F)F)(C(F)(F)F)F)C(F)(F)F)C=CC1)F 3-amino-N-[2-trifluoromethyl-4-(1,1,1,2,3,3,3-heptafluoropropan-2-yl)phenyl]-2-fluorobenzamide